CN1N=C(C=C1C1=CN=C(C=2N=CN=C(C21)OC)NCC2=C(C=CC1=C2CCO1)F)C 5-(1,3-dimethyl-1H-pyrazol-5-yl)-N-((5-fluoro-2,3-dihydrobenzofuran-4-yl)methyl)-4-methoxypyrido[3,4-d]pyrimidin-8-amine